ClC=1C=C(C=NC1)N[C@@H](C(=O)N1[C@@H]2CC([C@H]([C@H]1C(=O)N[C@@H](C[C@H]1C(NCCC1)=O)C#N)CC2)(F)F)C (1S,3S,4S)-2-[(2R)-2-[(5-Chloro-3-pyridyl)amino]propanoyl]-N-[(1S)-1-cyano-2-[(3S)-2-oxo-3-piperidyl]ethyl]-5,5-difluoro-2-azabicyclo[2.2.2]octane-3-carboxamide